p-toluenesulfonic acid sec-butyl ester CCC(C)OS(=O)(=O)C1=CC=C(C=C1)C